N-[(4-bromo-2-methyl-pyrazol-3-yl)methyl]-2-[tert-butyl-(dimethyl)silyl]oxy-propan-1-amine BrC1=C(N(N=C1)C)CNCC(C)O[Si](C)(C)C(C)(C)C